(1-(1,3,4,5,7,8-hexahydropyrido[3,4-e][1,2,4]triazine-6(2H)-yl)-3-methyl-1-oxo-pent-2-yl)carbamic acid N1NCNC2=C1CCN(C2)C(C(C(CC)C)NC(O)=O)=O